CN1NC2=CC(=C(C=C2C1)C)N 2,5-DIMETHYL-1H-INDAZOL-6-AMINE